(3aS,7S,7aR)-1-(6-(2-hydroxy-4-(trifluoromethyl)phenyl)-5-methyl-1,2,4-triazin-3-yl)octahydro-1H-indol-7-ol OC1=C(C=CC(=C1)C(F)(F)F)C1=C(N=C(N=N1)N1CC[C@@H]2CCC[C@@H]([C@H]12)O)C